FC1=C(C(=CC(=C1)OC)F)[C@H]1[C@@H](/C(/NC1)=N/O)NC(=O)NC1=CC=C(C=C1)F |o1:10,11| (-)-1-((3S*,4R*,Z)-4-(2,6-Difluoro-4-methoxyphenyl)-2-(hydroxyimino)pyrrolidin-3-yl)-3-(4-fluorophenyl)urea